C1(CCC1)CN(C(OC(C)(C)C)=O)CC=1C=CC=2N(C1)C=C(N2)CN2N=NC(=C2)C2=C1C=NN(C1=CC(=C2)C)C2OCCCC2 Tert-butyl (cyclobutylmethyl)((2-((4-(6-methyl-1-(tetrahydro-2H-pyran-2-yl)-1H-indazol-4-yl)-1H-1,2,3-triazol-1-yl)methyl)imidazo[1,2-a]pyridin-6-yl)methyl)carbamate